NC1=C2C(=NC=N1)N(N=C2C2=CC=C(C=C2)NC(=O)C2=NN(C=C(C2=O)C2=CC=C(C=C2)F)C(C)C)C2COCC2 N-(4-(4-amino-1-(tetrahydrofuran-3-yl)-1H-pyrazolo[3,4-d]pyrimidin-3-yl)phenyl)-5-(4-Fluorophenyl)-1-isopropyl-4-oxo-1,4-dihydropyridazine-3-carboxamide